8-bromo-4H-pyrido[3,2-b][1,4]oxazin-3-one BrC1=CC=NC2=C1OCC(N2)=O